3-((3-((4-amino-6-chloro-pyrazolo[3,4-d]pyrimidin-1-yl)methyl)phenoxy)methyl)-4-methoxybenzoic acid methyl ester COC(C1=CC(=C(C=C1)OC)COC1=CC(=CC=C1)CN1N=CC=2C1=NC(=NC2N)Cl)=O